2-oxo-1,2-dihydropyridine-3-one O=C1NC=CCC1=O